(1,3-dioxoisoindolin-2-yl)methyl pivalate C(C(C)(C)C)(=O)OCN1C(C2=CC=CC=C2C1=O)=O